(3S,4R)-4-((5-chloro-4-(8-fluoro-1-methyl-2,3-dihydro-1H-benzo[d]imidazo[1,2-a]imidazol-6-yl)pyrimidin-2-yl)amino)tetrahydro-2H-pyran-3-ol ClC=1C(=NC(=NC1)N[C@H]1[C@@H](COCC1)O)C1=CC2=C(N=C3N2CCN3C)C(=C1)F